C(C)(=O)OC1=C(C(=O)O)C=C(C=C1)NCCC1=CC=C(C=C1)C(F)(F)F 2-acetoxy-5-[2-(4-trifluoromethyl-phenyl)-ethylamino]-benzoic acid